2'-[5-Fluoro-2-[(5-pyrrolidin-3-ylpyridin-2-yl)amino]pyrimidin-4-yl]-3',5'-dimethylspiro[cyclopropane-1,6'-thieno[2,3-c]pyrrole]-4'-one FC=1C(=NC(=NC1)NC1=NC=C(C=C1)C1CNCC1)C1=C(C2=C(C3(N(C2=O)C)CC3)S1)C